methyl 4-(3-fluoro-2-(trifluoromethyl) phenyl)-2-(fluoromethyl)-5-oxo-1,4,5,7-tetrahydrofuro[3,4-b]pyridine-3-carboxylate FC=1C(=C(C=CC1)C1C2=C(NC(=C1C(=O)OC)CF)COC2=O)C(F)(F)F